6-ethylpyridine-2,3-dicarboxylic acid dimethyl ester COC(=O)C1=NC(=CC=C1C(=O)OC)CC